NC1=CC=C(C=C1)CCN (p-aminophenyl)ethylamine